1-[(3,4-diethoxyphenyl)methylene]-6,7-diethoxy-1,2,3,4-tetrahydroisoquinoline C(C)OC=1C=C(C=CC1OCC)C=C1NCCC2=CC(=C(C=C12)OCC)OCC